FC1=C(CN2C(N(C=3C=NC(=C(C32)C3=CC=CC=C3)OC)C)=O)C(=CC(=C1)[S@](=O)(=N)C)F (S)-1-(2,6-difluoro-4-(S-methylsulfonimidoyl)benzyl)-6-methoxy-3-methyl-7-phenyl-1,3-dihydro-2H-imidazo[4,5-c]pyridin-2-one